N[C@H]1CN(CCC1)C=1C(=CC(=NC1)C1=C(C=C(C=C1)OC)C)CC1=CN=C2N1C=CN=C2N (R)-3-((5-(3-aminopiperidin-1-yl)-2-(4-methoxy-2-methylphenyl)pyridin-4-yl)methyl)imidazo[1,2-a]pyrazin-8-amine